COC1=CC=C(CC2=NC=3C=C(C=C(C3C=C2)C(=O)N)[N+](=O)[O-])C=C1 (4-methoxybenzyl)-7-nitroquinoline-5-carboxamide